trans-((S)-3-(3,5-difluorophenyl)isoxazolidin-2-yl)(4-((3-methyl-2H-indazol-2-yl)methyl)cyclohexyl)methanone FC=1C=C(C=C(C1)F)[C@H]1N(OCC1)C(=O)[C@@H]1CC[C@H](CC1)CN1N=C2C=CC=CC2=C1C